(E)-4-(3-(2-methoxyethyl)-5-(2-(1-(m-tolyl)ethylidene)hydrazineyl)-3H-imidazo[4,5-b]pyridin-7-yl)morpholine COCCN1C=NC=2C1=NC(=CC2N2CCOCC2)N/N=C(\C)/C=2C=C(C=CC2)C